bicyclopentadienylidenyl acrylate C(C=C)(=O)OC1=CC=CC1=C1C=CC=C1